phenylmethyltributylammonium chloride [Cl-].C1(=CC=CC=C1)C[N+](CCCC)(CCCC)CCCC